C(C)(=O)N1C(C(NC2=C(C1)C=C(C=C2)F)=O)C(C)CC 4-acetyl-3-(sec-butyl)-7-fluoro-1,3,4,5-tetrahydro-2H-benzo[1,4]diazepin-2-one